C1=C(C=CC=2C3=CC=CC=C3NC12)C1=CC=2NC3=CC=CC=C3C2C=C1 9H,9'H-2,2'-bicarbazole